C1(CCC1)NC1=NC(=NC=C1C#N)NC1=C(C=C(C(=C1)[N+](=O)[O-])N(C)CCN(C)C)OC 4-(cyclobutylamino)-2-(4-((2-(dimethylamino)ethyl)(methyl)amino)-2-methoxy-5-nitrophenylamino)pyrimidine-5-carbonitrile